tert-butyl (1R,7S)-8-(aminomethyl)-8-(2-fluorophenyl)-4-azabicyclo[5.1.0]octane-4-carboxylate NCC1([C@H]2CCN(CC[C@@H]12)C(=O)OC(C)(C)C)C1=C(C=CC=C1)F